C(C)OC1=CC2=CC(=CC=C2C=C1)OCC 2,7-diethoxynaphthalene